ClC=1C=CC2=C(C(=N[C@H](C=3N2C(=NN3)SCCCN(C)C)CCC(=O)OC)C3=C(C=CC=C3)Cl)C1 methyl (S)-3-(8-chloro-6-(2-chlorophenyl)-1-((3-(dimethylamino)propyl)thio)-4H-benzo[f][1,2,4]triazolo[4,3-a][1,4]diazepin-4-yl)propionate